(S)-quinuclidin-3-yl (7-(4-methyl-3,4-dihydro-2H-benzo[b][1,4]oxazin-7-yl)chroman-4-yl)carbamate CN1C2=C(OCC1)C=C(C=C2)C2=CC=C1C(CCOC1=C2)NC(O[C@@H]2CN1CCC2CC1)=O